O1CCOC12CCN(CC2)C2=C(C#N)C=CC=C2 2-(1,4-dioxa-8-azaspiro[4.5]decan-8-yl)benzonitrile